5-(2-[(3aS,7aS)-3a-(3,4-dimethoxyphenyl)-1-methyloctahydro-6H-indol-6-ylidene]hydrazineyl)-5-oxopentanoic acid COC=1C=C(C=CC1OC)[C@@]12CCN([C@H]2CC(CC1)=NNC(CCCC(=O)O)=O)C